2,6-naphthyridine-2(1H)-carboxamide C1N(C=CC2=CN=CC=C12)C(=O)N